BrC1=NN2C(N=C(C=C2C2CCC2)C(=O)N2[C@@H](C3=CC=CC=C3C(C2)F)C)=C1 (2-bromo-7-cyclobutylpyrazolo[1,5-a]pyrimidin-5-yl)((1R)-4-fluoro-1-methyl-3,4-dihydroisoquinolin-2(1H)-yl)methanone